4-(3'-(1-cyanocyclopropyl)-[1,1'-biphenyl]-4-yl)-N-(2-ethynyl-thiazol-4-yl)piperazine-1-carboxamide C(#N)C1(CC1)C=1C=C(C=CC1)C1=CC=C(C=C1)N1CCN(CC1)C(=O)NC=1N=C(SC1)C#C